N-(3-(3-cyano-3-methylpyrrolidin-1-yl)-1-(2-(1,1-difluoroethyl)-6-methylpyrimidin-4-yl)-1H-pyrazolo[4,3-C]pyridin-6-yl)acetamide C(#N)C1(CN(CC1)C1=NN(C2=C1C=NC(=C2)NC(C)=O)C2=NC(=NC(=C2)C)C(C)(F)F)C